5-[(4-{[(2S,4R)-2-methyl-1-propionyl-1,2,3,4-tetrahydroquinolin-4-yl]amino}phenyl)amino]-5-oxopentanoic acid C[C@@H]1N(C2=CC=CC=C2[C@@H](C1)NC1=CC=C(C=C1)NC(CCCC(=O)O)=O)C(CC)=O